S1C2=C(C=C1)C=C(C=C2)C(C)=O 1-(benzo[b]thiophen-5-yl)ethan-1-one